COC1=CC=C2C(C(C3=C(OC(C3)C)C2=C1)=O)=O 8-methoxy-2-methyl-2,3-dihydronaphtho[1,2-b]furan-4,5-dione